BrC=1C=C2C(=CC=NC2=CC1)C(=O)OCCCC butyl 6-bromoquinoline-4-carboxylate